N,N-dimethylpyrazolo[1,5-a]pyridin-6-amine CN(C=1C=CC=2N(C1)N=CC2)C